C(C)(C)(C)C1=C(OC2=C1C=C(C=C2)/C(/C=C/C2=C(C=C(C(=O)O)C=C2)F)=N\O)CC 4-((1e,3Z)-3-(3-(tert-butyl)-2-ethyl-benzofuran-5-yl)-3-(hydroxyimino)prop-1-en-1-yl)-3-fluorobenzoic acid